COS(=O)(=O)C=1C(=CC=CC1)S(=O)(=O)[O-].[Mg+2].COS(=O)(=O)C=1C(=CC=CC1)S(=O)(=O)[O-] Magnesium methylbenzenedisulfonate